3,3-bis(3-amino-4-hydroxyphenyl)pentane NC=1C=C(C=CC1O)C(CC)(CC)C1=CC(=C(C=C1)O)N